C(C)C1=C2C(=CC=CC2=CC=C1F)C1=C(C=2N=C(N=C(C2C=N1)OC(F)(F)F)OC[C@]12CCCN2C[C@@H](C1)F)F 5-ethyl-6-fluoro-4-(8-fluoro-2-(((2R,7aS)-2-fluorotetrahydro-1H-pyrrolizin-7a(5H)-yl)methoxy)-4-(trifluoromethoxy)pyrido[4,3-d]pyrimidin-7-yl)naphthalen